1-ethynyl-4-nitro-benzene C(#C)C1=CC=C(C=C1)[N+](=O)[O-]